1,2-diglycidyl-oxybenzene C(C1CO1)OC1=C(C=CC=C1)OCC1CO1